rac-(1R,2S,6S)-2-methoxy-6-[4-(propan-2-yl)piperazin-1-yl]cyclohexan-1-amine trihydrochloride Cl.Cl.Cl.CO[C@@H]1[C@@H]([C@H](CCC1)N1CCN(CC1)C(C)C)N |r|